FC=1C=CC(=NC1)NC(CN1C=2N(C3=C(C1=O)C=CC(=N3)C(F)(F)F)N=CC2)=O N-(5-Fluoropyridin-2-yl)-2-(5-oxo-8-(trifluoromethyl)pyrazolo[1,5-a]pyrido[3,2-e]pyrimidin-4(5H)-yl)acetamide